CN1C(CC(CC1(C)C)N(C1=NC(=NC(=N1)N(C1CC(N(C(C1)(C)C)C)(C)C)CCCC)NCCCN(CCN(CCCNC1=NC(=NC(=N1)N(C1CC(N(C(C1)(C)C)C)(C)C)CCCC)N(C1CC(N(C(C1)(C)C)C)(C)C)CCCC)C1=NC(=NC(=N1)N(C1CC(N(C(C1)(C)C)C)(C)C)CCCC)N(C1CC(N(C(C1)(C)C)C)(C)C)CCCC)C1=NC(=NC(=N1)N(C1CC(N(C(C1)(C)C)C)(C)C)CCCC)N(C1CC(N(C(C1)(C)C)C)(C)C)CCCC)CCCC)(C)C N,N',N'',N'''-Tetrakis-(2,4-bis[N-(1,2,2,6,6-pentamethylpiperidin-4-yl)-butylamino]-1,3,5-triazin-6-yl)-1,5,8,12-tetrazadodecane